((S)-pyrrolidin-2-yl)methanone N1[C@@H](CCC1)C=O